NCCCOC(C(C)(C)C)OCCCN bis-(3-aminopropoxy)-2,2-dimethylpropane